C[Si](N1N=C2C(=N1)C(=C(C(=C2Br)F)F)Br)(C)C 2-trimethylsilyl-4,7-dibromo-5,6-difluorobenzotriazol